CNC(=O)C1=CC=C(C=C1)C=1N=C2SC3=C(N2C1)C=CC(=C3)C(=O)N[C@@H]3CN(CC3)C3CCOCC3 (S)-2-(4-(methylcarbamoyl)phenyl)-N-(1-(tetrahydro-2H-pyran-4-yl)pyrrolidin-3-yl)benzo[d]imidazo[2,1-b]thiazole-7-carboxamide